C=1(C(=CC=CC1)C(=O)OC(C)COC(C)COC(=O)C=1C(=CC=CC1)C)C dipropylene glycol di-o-toluate